C(#N)C1=C2C=C(N=C(C2=CC=C1)C(=O)N[C@@H]1CC[C@H](CC1)NC(OC(C)(C)C)=O)N1C=NC=C1 tert-butyl N-[(trans)-4-[5-cyano-3-(imidazol-1-yl)isoquinoline-1-amido] cyclohexyl]carbamate